Neopentylbismuth Dipivalate C(C(C)(C)C)(=O)[O-].C(C(C)(C)C)(=O)[O-].C(C(C)(C)C)[Bi+2]